C(C)C=1C=C(C=CC1)C1=NC(=NO1)[C@H](C)N1C(OC2=C(C1=O)N=CC=C2OC)=O (S)-3-(1-(5-(3-ethylphenyl)-1,2,4-oxadiazol-3-yl)ethyl)-8-methoxy-2H-pyrido[2,3-e][1,3]oxazine-2,4(3H)-dione